3-amino-6-bromo-5-fluoropyridineamide NC=1C(=NC(=C(C1)F)Br)C(=O)N